(3-((5-((3,4-difluorophenyl)carbamoyl)-2-fluorophenyl)sulfonamido)phenyl)boronic acid FC=1C=C(C=CC1F)NC(=O)C=1C=CC(=C(C1)S(=O)(=O)NC=1C=C(C=CC1)B(O)O)F